(9aS)-3-(3-bromo-4-fluoro-phenyl)-1,3,4,6,7,8,9,9a-octahydropyrazino[2,1-c][1,4]oxazine tert-butyl-(S)-3-(3-bromo-4-fluorophenyl)hexahydropyrazino[2,1-c][1,4]oxazine-8(1H)-carboxylate C(C)(C)(C)OC(=O)N1CC2CO[C@H](CN2CC1)C1=CC(=C(C=C1)F)Br.BrC=1C=C(C=CC1F)C1CN2[C@H](CO1)CNCC2